C(C)S(=O)(=O)O.ClC1=C(C(=C(C=C1OC)OC)Cl)NC(N(C)C1=CC(=NC=N1)NC1=C(C=C(C=C1)N1CCN(CC1)CC)NC(C=C)=O)=O N-(2-((6-(3-(2,6-dichloro-3,5-dimethoxyphenyl)-1-methylureido)pyrimidin-4-yl)amino)-5-(4-ethylpiperazin-1-yl)phenyl)acrylamide ethanesulfonate salt